5-bromo-1-(4-methylbenzenesulfonyl)thieno[2,3-c]pyrazole BrC1=CC2=C(N(N=C2)S(=O)(=O)C2=CC=C(C=C2)C)S1